C[Si](CCOCN1N=CC2=CC(=CC=C12)SCCC(=O)OCC)(C)C ethyl 3-[1-(2-trimethylsilylethoxymethyl)indazol-5-yl]sulfanylpropanoate